N-(5-(5-(difluoromethyl)-1,2,4-oxadiazol-3-yl)-2,3-dihydro-1H-inden-1-yl)-3-ethyl-1-methyl-1H-pyrazole-4-carboxamide FC(C1=NC(=NO1)C=1C=C2CCC(C2=CC1)NC(=O)C=1C(=NN(C1)C)CC)F